CC1=C(C(=CC=C1)C)C#CC(=O)O 3-(2,6-dimethylphenyl)prop-2-ynoic acid